8-CHLORO-1,7-NAPHTHYRIDINE-3-BORONIC ACID ClC=1N=CC=C2C=C(C=NC12)B(O)O